N2-(azetidin-3-yl)-N3-(6-(trifluoromethyl)pyridin-3-yl)pyrazine-2,3-diamine N1CC(C1)NC1=NC=CN=C1NC=1C=NC(=CC1)C(F)(F)F